(S)-2-Chloro-N-(8,9-difluoro-6-oxo-1,4,5,6-tetrahydro-2H-pyrano[3,4-c]isoquinolin-1-yl)-N-methyl-4H-furo[3,2-b]pyrrole-5-carboxamide ClC1=CC=2NC(=CC2O1)C(=O)N(C)[C@@H]1COCC=2NC(C=3C=C(C(=CC3C21)F)F)=O